ClC=1C=C2C(=NC=3N(C2=CC1Cl)C=NN3)N(C=3C=C(C=CC3)C3=CC=C(C=C3)S(=O)(=O)C)C 7,8-dichloro-N-methyl-N-(4'-(methylsulfonyl)-[1,1'-biphenyl]-3-yl)-[1,2,4]triazolo[4,3-a]quinazolin-5-amine